N-(5-benzyl-pyrimidin-2-yl)-2-bromoacetamide C(C1=CC=CC=C1)C=1C=NC(=NC1)NC(CBr)=O